N1N=C(C=C1)C1=CC=CC(=N1)C(=O)N 6-(1H-pyrazol-3-yl)-2-picolinamide